C1(=CC=CC=C1)NC1=CC(=CC(=C1)NC1=CC=CC=C1)NC1=CC=CC=C1 N1,N3,N5-triphenylbenzene-1,3,5-triamine